C(C)C=1N=C(NC1CO)CCC 4-ethyl-5-(hydroxymethyl)-2-propyl-1H-imidazole